C1(CC1)C#CC1=CC(=C(C=C1)C=1N=NN(C1)CC1OCCCC1(C)C)C 4-(4-(cyclopropylethynyl)-2-methylphenyl)-1-((3,3-dimethyltetrahydro-2H-pyran-2-yl)methyl)-1H-1,2,3-triazole